N-(3-chlorophenyl)-8-(2-(3-fluorobenzylidene)hydrazineyl)pyrimido[5,4-d]pyrimidin-4-amine ClC=1C=C(C=CC1)NC=1C2=C(N=CN1)C(=NC=N2)NN=CC2=CC(=CC=C2)F